C(C)(C)(C)OC(=O)N1C2(CC2)CN(CC1)C1=NC=C(C=2C1=NC=CN2)C(=O)OC methyl 5-(4-tert-butoxycarbonyl-4,7-diazaspiro[2.5]octan-7-yl)pyrido[3,4-b]pyrazine-8-carboxylate